FC1(CC(C1)(O)C1=CC=2C(=NC(=CC2)C2=CC=3C(N=C2)=NN(C3)C)S1)F 3,3-difluoro-1-(6-(2-methyl-2H-pyrazolo[3,4-b]pyridin-5-yl)thieno[2,3-b]pyridin-2-yl)cyclobutanol